2,6-diiodoheptanedioic acid IC(C(=O)O)CCCC(C(=O)O)I